6-(6-(2,6-difluoro-3,5-dimethoxyphenyl)-2-(methylthio)pyrido[3,4-d]pyrimidin-8-yl)-2-oxa-6-azaspiro[3.3]heptane FC1=C(C(=C(C=C1OC)OC)F)C1=CC2=C(N=C(N=C2)SC)C(=N1)N1CC2(COC2)C1